3H,5H-pyrrolo[1,2-c]oxazol-5-one C1=C2N(CO1)C(C=C2)=O